2-Methylen-1,3-Dioxolan C=C1OCCO1